OC1=C(C=C(C(=O)C2(CC3(N4CCCC24)C(C2=CC=CC4=CC=CC3=C24)=O)C2=CC(=CC=C2)OC)C=C1)OC (4-hydroxy-3-methoxybenzoyl)-1'-(3-methoxyphenyl)-1',2',5',6',7',7a'-hexahydro-2H-spiro[acenaphthylene-1,3'-pyrrolizin]-2-one